N-[1-[(6-formyl-1-methyl-6,7-dihydro-5H-cyclopenta[c]pyridin-3-yl)oxymethyl]cyclopropyl]carbamic acid tert-butyl ester C(C)(C)(C)OC(NC1(CC1)COC1=CC2=C(C(=N1)C)CC(C2)C=O)=O